tert-butyl 4,4-difluoro-2,2-dimethylpiperidine-1-carboxylate FC1(CC(N(CC1)C(=O)OC(C)(C)C)(C)C)F